6-[5-[(1S)-1-aminoethyl]-3-ethyl-1,2,4-triazol-1-yl]pyridine-3-carbonitrile hydrochloride Cl.N[C@@H](C)C1=NC(=NN1C1=CC=C(C=N1)C#N)CC